FC(C(=O)N1C(CC1)C(=O)N)(F)F 1-(2,2,2-trifluoroacetyl)azetidine-2-carboxamide